C(C1=CC=CC=C1)N1CCC(CC1)C(C(=O)N)CC1=NN=C2N1N=C(C=C2)Cl (1-benzylpiperidin-4-yl)-3-{6-chloro-[1,2,4]triazolo[4,3-b]pyridazin-3-yl}propanamide